C(C(=C)C)(=O)OCCC[Si](OCC)(OCC)OCC 3-(methacryloyloxy)propyltriethoxysilane